ClC1=CC=C2C(=N1)N(C=C2C=2C=CC=1N(C2OC)N=CN1)COCC[Si](C)(C)C 6-chloro-3-[5-methoxy-[1,2,4]triazolo[1,5-a]pyridin-6-yl]-1-[[2-(trimethylsilyl)ethoxy]methyl]pyrrolo[2,3-b]pyridine